CC(C)CCC[C@@H](C)[C@H]1CC=C2C=3CCC4CCCC[C@]4(C)C3CC[C@]12C cholesta-8,14-dien